2-(2-propoxyethoxy)acetate C(CC)OCCOCC(=O)[O-]